BrC=1C=CC(=C(C1)CN(C)C)OCCOC 1-(5-bromo-2-(2-methoxyethoxy)phenyl)-N,N-dimethylmethylamine